4-((2-hydroxyethyl)thio)phenol OCCSC1=CC=C(C=C1)O